1-(3-(N-acetylsulfamoyl)-4-(trifluoromethoxy)phenyl)-3-methyl-5-oxo-4,5-dihydro-1H-pyrazole-4-carboxylate C(C)(=O)NS(=O)(=O)C=1C=C(C=CC1OC(F)(F)F)N1N=C(C(C1=O)C(=O)[O-])C